N-((2R,3S)-1-(cyclopropylcarbonyl)-2-(((1-(2-fluorophenyl)piperidin-4-yl)oxy)methyl)piperidin-3-yl)methanesulfonamide C1(CC1)C(=O)N1[C@H]([C@H](CCC1)NS(=O)(=O)C)COC1CCN(CC1)C1=C(C=CC=C1)F